COCCOCCOCC(=O)N[C@@H](C)C(=O)N[C@H](C)C(=O)N[C@@H](CC(N)=O)C(=O)O N-{[2-(2-Methoxyethoxy)ethoxy]acetyl}-L-alanyl-D-alanyl-L-asparagine